C(#N)[C@]1([C@H]2[C@H]3C(NC([C@H]3[C@@H](C1)CC2)=O)=O)NC([C@H](CC2CC2)NC(=O)C=2NC1=CC=CC(=C1C2)OC)=O N-[(1S)-2-[[(1R,2S,6R,7R,8S)-8-Cyano-3,5-dioxo-4-azatricyclo[5.2.2.02,6]undecan-8-yl]amino]-1-(cyclopropylmethyl)-2-oxo-ethyl]-4-methoxy-1H-indole-2-carboxamide